[N+](=O)([O-])C1=C(C=CC=C1)S(=O)(=O)NCC(=O)OC methyl 2-(2-nitrobenzenesulfonamido)acetate